(S)-N-(4-((2-((5-(tert-butyl)-1-(tetrahydrofuran-3-yl)-1H-pyrazol-3-yl)amino)-7-cyano-1-methyl-1H-benzo[d]imidazol-6-yl)oxy)pyridin-2-yl)acetamide C(C)(C)(C)C1=CC(=NN1[C@@H]1COCC1)NC1=NC2=C(N1C)C(=C(C=C2)OC2=CC(=NC=C2)NC(C)=O)C#N